[Ca].[Ca].[Ca].[Ca].[Ca].NCCNCCN diethylenetriamine penta-calcium